ClC1=CC(=C(C2=C1NC(=N2)C(F)(F)F)N2C(N(C(=CC2=O)C(F)(F)F)C)=O)F 3-[7-chloro-5-fluoro-2-(trifluoromethyl)-1H-benzoimidazol-4-yl]-1-methyl-6-(trifluoromethyl)pyrimidine-2,4(1H,3H)-dione